OCCNCCCC(=O)OCCCCCCCCCCC n-Undecyl 4-(2-hydroxyethylamino)butyrate